2,3-Dimethylphenyl (((2R,3R,4R,5R)-5-(2,4-dioxo-3,4-dihydropyrimidin-1(2H)-yl)-4-fluoro-3-hydroxy-4-methyltetrahydrofuran-2-yl)methyl) ((S)-1-(1,3-dioxepan-2-yl)ethyl)phosphoramidate O1C(OCCCC1)[C@H](C)NP(OC1=C(C(=CC=C1)C)C)(OC[C@H]1O[C@H]([C@]([C@@H]1O)(C)F)N1C(NC(C=C1)=O)=O)=O